FCCN1CC(CC1)C(=O)NC=1N=CC2=CC=C(C=C2C1)C1=CN=NN1C 1-(2-fluoroethyl)-N-(6-(1-methyl-1H-1,2,3-triazol-5-yl)isoquinolin-3-yl)pyrrolidine-3-carboxamide